3-(4-fluoropyridin-3-yl)acrylamide FC1=C(C=NC=C1)C=CC(=O)N